Oleic acid benzyl ester C(C1=CC=CC=C1)OC(CCCCCCC\C=C/CCCCCCCC)=O